ClC1=C2CCC3(C2=CC=C1)CCC=1C(=NC(=NC1C3)SC)N3CC1CCC(C3)N1C(=O)OC(C)(C)C tert-Butyl 3-(4'-chloro-2-methylsulfanyl-spiro[6,8-dihydro-5H-quinazoline-7,1'-indane]-4-yl)-3,8-diazabicyclo[3.2.1]octane-8-carboxylate